4,6-diamino-2-phenylindoline NC1=C2CC(NC2=CC(=C1)N)C1=CC=CC=C1